tert-butyl (1-acetylpiperidin-4-yl)(4-(3-chloro-4-(2-chloro-3-(5-formyl-6-methoxypyridin-2-yl)phenyl)pyridin-2-yl)-2-methoxybenzyl)carbamate C(C)(=O)N1CCC(CC1)N(C(OC(C)(C)C)=O)CC1=C(C=C(C=C1)C1=NC=CC(=C1Cl)C1=C(C(=CC=C1)C1=NC(=C(C=C1)C=O)OC)Cl)OC